C(C)(C)(C)OC(=O)N1[C@H](CN(CC1)C1=NC(=NC2=C(C(=C(C=C12)Cl)C1=CC(=CC2=CC=CC=C12)O)F)N1CCN(CC1)CC1CC(C1)OCC(=O)O)CC#N 2-[3-[[4-[4-[(3S)-4-tert-butoxycarbonyl-3-(cyanomethyl)piperazin-1-yl]-6-chloro-8-fluoro-7-(3-hydroxy-1-naphthyl)quinazolin-2-yl]piperazin-1-yl]methyl]cyclobutoxy]acetic acid